(1R,4R)-N-(4-cyanophenyl)-5-(4-methoxyphenyl)-2,5-diazabicyclo[2.2.1]heptane-2-carboxamide C(#N)C1=CC=C(C=C1)NC(=O)N1[C@H]2CN([C@@H](C1)C2)C2=CC=C(C=C2)OC